FC1=CC=C(C=C1)[C@H](C)NS(=O)(=O)C1=CC=C2CCNCC2=C1 (S)-N-(1-(4-fluorophenyl)ethyl)-1,2,3,4-tetrahydroisoquinoline-7-sulfonamide